dianthracenyl carbonate C(OC1=CC=CC2=CC3=CC=CC=C3C=C12)(OC1=CC=CC2=CC3=CC=CC=C3C=C12)=O